(4-(aminomethyl)-2-fluorophenyl)-N-(3-(piperidin-1-yl)propyl)benzo[d]imidazo[2,1-b]thiazole-7-carboxamide NCC1=CC(=C(C=C1)C=1N=C2SC3=C(N2C1)C=CC(=C3)C(=O)NCCCN3CCCCC3)F